[Na].C1=C(C=CC2=CC=CC=C12)O 2-naphthol sodium salt